N-{1-[6-(4-Cyanophenoxy)-pyridin-3-ylmethyl]-2,3-dihydro-1H-indol-5-yl}-3,3-dimethylbutyramide C(#N)C1=CC=C(OC2=CC=C(C=N2)CN2CCC3=CC(=CC=C23)NC(CC(C)(C)C)=O)C=C1